C(C)C=1C(=CC2=C(C3=CC=CC=C3N=C2C1)NC1CCN(CC1)C)OC 3-ethyl-2-methoxy-N-(1-methylpiperidin-4-yl)acridin-9-amine